FC(C(=O)O)(F)F.ClCC=1CCNCC1 4-(chloromethyl)-1,2,3,6-tetrahydropyridine trifluoroacetate salt